3-(2-oxoazepan-3-yl)thiourea O=C1NCCCCC1NC(N)=S